FC=1C=NC=CC1N1C[C@H](N(CC1)C(=O)N[C@@H](C)C=1C=2N(C=CC1)N=CC2)C (R)-4-(3-Fluoropyridin-4-yl)-2-methyl-N-((S)-1-(pyrazolo[1,5-a]pyridin-4-yl)ethyl)piperazine-1-carboxamide